N-methyl-2-((2-oxo-1-(o-tolyl)-7-(trifluoromethyl)-1,2-dihydropyrido[2,3-d]pyrimidin-4-yl)amino)ethane-1-sulfonamide CNS(=O)(=O)CCNC=1C2=C(N(C(N1)=O)C1=C(C=CC=C1)C)N=C(C=C2)C(F)(F)F